4-[2-chloro-6-cyano-4-[1-methyl-1-[4-[(2-methylsulfonylpyrimidin-4-yl)methoxy]phenyl]ethyl]phenoxy]-N-[2-(2,6-dioxo-3-piperidyl)-1-oxo-isoindolin-5-yl]butanamide ClC1=C(OCCCC(=O)NC=2C=C3CN(C(C3=CC2)=O)C2C(NC(CC2)=O)=O)C(=CC(=C1)C(C)(C1=CC=C(C=C1)OCC1=NC(=NC=C1)S(=O)(=O)C)C)C#N